3-[6-bromoimidazo[1,5-a]pyridin-1-yl]-4-[[2-(trimethylsilyl)ethoxy]methyl]-1,2,4-triazole BrC=1C=CC=2N(C1)C=NC2C2=NN=CN2COCC[Si](C)(C)C